ClC1=NC(=CC(=C1)C#N)SC 2-chloro-6-(methylthio)-4-cyanopyridine